(hexafluoropentamethylene-hexamethylene) dicarbamate C(N)(OCCCCCC(C(C(CCCOC(N)=O)(F)F)(F)F)(F)F)=O